(9R)-9-hydroxy-6,7,8,9-tetrahydrocyclohepta[B]pyridin O[C@@H]1CCCCC=2C1=NC=CC2